ClC1=NC=C(C(=C1)C1=C(C=NC(=C1)C)C(=O)NC=1SC2=C(N1)CN(C2)C(C2=NC(=C(C=C2F)C(F)F)C)=O)OC 2'-chloro-N-(5-(5-(difluoromethyl)-3-fluoro-6-methylpicolinoyl)-5,6-dihydro-4H-pyrrolo[3,4-d]thiazol-2-yl)-5'-methoxy-6-methyl-[4,4'-bipyridine]-3-carboxamide